N-beta-hydroxyethylmorpholine OCCN1CCOCC1